C1(CCCC(CCC)O1)=O ε-octanolactone